C(C1=CC=CC=C1)(C1=CC=CC=C1)N1C2CN(CC1CC2)C=2C=C1CN(C(C1=CC2)=O)C2C(NC(CC2)=O)=O 3-(5-(8-benzhydryl-3,8-diazabicyclo[3.2.1]oct-3-yl)-1-oxoisoindolin-2-yl)piperidine-2,6-dione